methacryloxyethyl-dimethoxymethyl-silane C(C(=C)C)(=O)OCC[SiH2]C(OC)OC